C(C)C1=C2C=CC(=CC2=CC(=C1F)F)O 5-ethyl-6,7-difluoronaphthalen-2-ol